NC1=CC(N(C=2N=C(N=CC21)NC2=C(C=CC=C2)OC)C2=CC=CC=C2)=O 5-amino-2-((2-methoxyphenyl)amino)-8-phenylpyrido[2,3-d]pyrimidin-7(8H)-one